N-[2-methyl-5-(thiomorpholine-4-sulfonyl)thiophen-3-yl]-2-(3-nitrobenzenesulfonamido)acetamide CC=1SC(=CC1NC(CNS(=O)(=O)C1=CC(=CC=C1)[N+](=O)[O-])=O)S(=O)(=O)N1CCSCC1